C(C1=CC=CC=C1)(C1=CC=CC=C1)N1[C@H]([C@H](C1)N1C(C2=CC=CC=C2C1=O)=O)C ((2S,3S)-1-benzhydryl-2-methylazetidin-3-yl)isoindoline-1,3-dione